N-[4-methyl-3-(4-methyl-2-oxazolyl)phenyl]-7-azabicyclo[2.2.1]heptane-7-carboxamide CC1=C(C=C(C=C1)NC(=O)N1C2CCC1CC2)C=2OC=C(N2)C